NC1C2CCC(C2)C12CC(CC2)O rac-3-aminospiro[bicyclo[2.2.1]heptane-2,1'-cyclopentan]-3'-ol